tert-Butyl N-[cis-4-(4-amino-3-{3-chloro-1H-pyrrolo[2,3-b]pyridin-2-yl}-1H-pyrazolo[3,4-d]pyrimidin-1-yl)cyclohexyl]carbamate NC1=C2C(=NC=N1)N(N=C2C2=C(C=1C(=NC=CC1)N2)Cl)[C@H]2CC[C@H](CC2)NC(OC(C)(C)C)=O